Dithiocarbamate C(N)([S-])=S